pentane-2,4-dione iron [Fe].CC(CC(C)=O)=O